BrC=1C(=C(C=CC1)C1=NN=CN1)F (3-bromo-2-fluorophenyl)-4H-1,2,4-triazol